C(#C)N(S(=O)(=O)C1=CC=C(C=C1)CN(C)C1=CC=C(C=C1)C1=CC=CC=C1)C N-ethynyl-N-methyl-4-(([1,1'-biphenyl]-4-yl-(methyl)amino)methyl)benzenesulfonamide